FC=1C=C(C=CC1F)[C@H]1[C@@H](CN(C1)CCOC)NC(=O)NC1=CC(=NN1C)C1=CC=C(C=C1)F 1-((3S,4R)-4-(3,4-difluorophenyl)-1-(2-methoxyethyl)pyrrolidin-3-yl)-3-(3-(4-fluorophenyl)-1-methyl-1H-pyrazol-5-yl)urea